(1-methylpyrrolidin-3-yl)methyl 2-(3,5-dichlorophenyl)benzo[d]oxazole-6-carboxylate ClC=1C=C(C=C(C1)Cl)C=1OC2=C(N1)C=CC(=C2)C(=O)OCC2CN(CC2)C